COC1=CC=C(COC2=C(C=C(N)C=C2)[N+](=O)[O-])C=C1 4-((4-methoxybenzyl)oxy)-3-nitroaniline